C(C)(=O)OCC=1C(=NC=CC1Cl)N1C(C=2N(C=3CCCCC3C2)CC1)=O (4-Chloro-2-(1-oxo-3,4,6,7,8,9-hexahydropyrazino[1,2-a]indol-2(1H)-yl)pyridine-3-yl)methyl acetate